N(=[N+]=[N-])C=1C(=CC(=NC1)C1=CC=C2N1N=CC(=C2)C#N)N[C@H](C)C#N (R)-7-(5-azido-4-((1-cyanoethyl)amino)pyridin-2-yl)pyrrolo[1,2-b]pyridazine-3-carbonitrile